(2S)-3-dihydroxyboryl-2-(9H-fluoren-9-ylmethoxycarbonylamino)propionic acid OB(C[C@@H](C(=O)O)NC(=O)OCC1C2=CC=CC=C2C=2C=CC=CC12)O